FC1=C(C=CC(=C1)F)C1=C2C(=NC(=C1)C(=O)OCC)O[C@H](CC2)CN(CC(F)(F)F)C ethyl (R)-5-(2,4-difluorophenyl)-2-((methyl(2,2,2-trifluoroethyl)amino)methyl)-3,4-dihydro-2H-pyrano[2,3-b]pyridine-7-carboxylate